(2R,6S)-N-{2-[(4-carbamoylphenyl)methyl]-2-azaspiro[3.3]heptan-6-yl}-2,6-dimethyl-4-[5-(trifluoromethyl)pyrimidin-2-yl]piperazine-1-carboxamide C(N)(=O)C1=CC=C(C=C1)CN1CC2(C1)CC(C2)NC(=O)N2[C@@H](CN(C[C@@H]2C)C2=NC=C(C=N2)C(F)(F)F)C